2-bromo-5-(piperazin-1-yl)pyrazine BrC1=NC=C(N=C1)N1CCNCC1